methyl (2-(methyl(2-(methylsulfonyl)ethyl)amino)ethyl)fumarate CN(CC/C(/C(=O)OC)=C\C(=O)[O-])CCS(=O)(=O)C